COC1=NC=C(C=C1C(CC)C1=NC(=C2N=CNC2=N1)N)C1=CNC2=NC=CC=C12.[N] Nitrogen (1-(2-methoxy-5-(1H-7-azaindol-3-yl)pyridin-3-yl)propyl)-9H-purin-6-amine